C(C=C)(=O)NC1=C2C=CN=C(C2=CC=C1)NC=1C2=C(NN1)C(N(C2)C(=O)N[C@H](CN(C)C)C2CCOCC2)(C)C (S)-3-((5-acrylamidoisoquinolin-1-yl)amino)-N-(2-(dimethylamino)-1-(tetrahydro-2H-pyran-4-yl)ethyl)-6,6-dimethyl-4,6-dihydropyrrolo[3,4-c]pyrazole-5(1H)-carboxamide